C(N)(=N)N1CCN(CC1)C1=C(C=C(C(=O)NC2=CC(=C(C=C2)C=2CCN(CC2)C(N)=N)F)C=C1)F 4-(4-carbamimidoyl-piperazin-1-yl)-N-[4-(1-carbamimidoyl-1,2,3,6-tetrahydro-pyridin-4-yl)-3-fluoro-phenyl]-3-fluoro-benzamide